(R)-N-hydroxy-4-(tetrahydro-2H-pyran-4-carbonyl)-3-(3-(trifluoromethyl)phenyl)-2,3,4,5-tetrahydrobenzo[f][1,4]oxazepine-8-carboxamide ONC(=O)C1=CC2=C(CN([C@@H](CO2)C2=CC(=CC=C2)C(F)(F)F)C(=O)C2CCOCC2)C=C1